methyl (2S)-5-oxopyrrolidine-1,2-dicarboxylate O=C1CC[C@H](N1C(=O)OC)C(=O)[O-]